9-(6-((2-(1,3-dioxolan-2-yl)ethyl)(methyl)amino)pyridin-3-yl)-6,7-dimethoxynaphtho[2,3-c]furan-1(3H)-one O1C(OCC1)CCN(C1=CC=C(C=N1)C1=C2C=C(C(=CC2=CC2=C1C(OC2)=O)OC)OC)C